Cl.Cl.Cl.N1C(=NC2=C1C=CC=C2)CCCNCCC=2SC=C(N2)C(=O)NCC2=NC=CC=C2F 2-(2-{[3-(1H-1,3-Benzodiazol-2-yl)propyl]amino}ethyl)-N-[(3-fluoropyridin-2-yl)methyl]-1,3-thiazole-4-carboxamide trihydrochloride